C(C)(=O)NN1C=CC2=CC=CC=C12 1-(acetylamino)-1H-indole